NC1=NC=CC2=CC=C(C=C12)C1=CC=C2CC[C@H](C2=C1)OC1=C(C=CC=C1)CC(=O)O (R)-2-(2-((6-(1-aminoisoquinolin-7-yl)-2,3-dihydro-1H-inden-1-yl)oxy)phenyl)acetic acid